BrC1=CC=C(C=C1)NC(N(C)CCN(C)C)=O 3-(4-bromophenyl)-1-(2-(dimethylamino)ethyl)-1-methylurea